N1(CCC1)C1=CC=C(C=N1)CN1N=CC(=C1)NC(=O)C1=NC(=CN=C1)C1=C(C(=CC=C1C(F)F)Cl)F N-(1-((6-(Azetidin-1-yl)pyridin-3-yl)methyl)-1H-pyrazol-4-yl)-6-(3-chloro-6-(difluoromethyl)-2-fluorophenyl)pyrazine-2-carboxamide